C(=O)(O)C=1NC=CN1 monocarboxyl-imidazole